CC1(OC(=C([C@@H]1C)OS(=O)(=O)C(F)(F)F)C(=O)OCC)C |r| ethyl rac-2,2,3-trimethyl-4-(trifluoromethylsulfonyloxy)-3H-furan-5-carboxylate